iodopropyl-diethyl-methoxysilane ICCC[Si](OC)(CC)CC